NC1=C2N=CN(C2=NC=N1)C[C@@H](C)OCP(OCCSCCCCCCCCCCCCCC1=C(C=CC=C1)F)(O)=O 2-((13-(2-fluorophenyl)tridecyl)thio)ethyl hydrogen ((((R)-1-(6-amino-9H-purin-9-yl)propan-2-yl)oxy)methyl)phosphonate